6-Ethyl-4-hydroxy-2-methyl-6H-[1,4]oxazin C(C)C1CN(C=C(O1)C)O